BrC1=C(C(=O)OC)C=C(C=C1)NC1=NC=C(C(=N1)NCCC1CC1)F methyl 2-bromo-5-((4-((2-cyclopropylethyl) amino)-5-fluoropyrimidin-2-yl) amino)-benzoate